CC1=C(C=CC(=N1)C1C(NC(CC1)=O)=O)N1CCC(CC1)N1C(CNCC1)=O 3-(6-methyl-5-(4-(2-oxopiperazin-1-yl)piperidin-1-yl)pyridin-2-yl)piperidine-2,6-dione